1-(4-(6-((4-(6-(Thiophen-3-yl)imidazo[1,2-a]pyridin-3-yl)pyrimidin-2-yl)amino)pyridin-3-yl)piperazin-1-yl)ethan-1-one S1C=C(C=C1)C=1C=CC=2N(C1)C(=CN2)C2=NC(=NC=C2)NC2=CC=C(C=N2)N2CCN(CC2)C(C)=O